ClC1=C(C=CC=C1Cl)S(=O)(=O)NC1=C(C(=C(C=C1)F)NC=1C2=C(N=CN1)C=CC(=N2)N2C=NC1=C2C=CC=C1C1CCNCC1)F 2,3-dichloro-N-[2,4-difluoro-3-[[6-[4-(4-piperidyl)benzimidazol-1-yl]pyrido[3,2-d]pyrimidin-4-yl]amino]phenyl]benzenesulfonamide